COCC(C(=O)OC)N1C[C@H]([C@@H](C1)NC(=O)NC1=C2C(=NN1C1=CC=CC=C1)CCC2)C2=CC=CC=C2 Methyl 3-methoxy-2-((trans)-3-phenyl-4-(3-(2-phenyl-2,4,5,6-tetrahydrocyclopenta[c]pyrazol-3-yl)ureido)pyrrolidin-1-yl)propanoate